[N+](=O)([O-])C1=CC=C(C=C1)C1NCCOC1C(=O)N 3-(4-nitrophenyl)morpholine-2-carboxamide